N1=NC=C(C=C1)CN pyridazin-4-ylmethanamine